C(C1=CC=CC=C1)(=O)[C@]1([C@H]([C@@H](O)O[C@@H]1[C@H](O)CO)O)O 3-benzoyl-α-D-glucofuranose